2-carboxybenzaldehyde C(=O)(O)C1=C(C=O)C=CC=C1